N(=C=S)C(CCCNC(C)=O)C1=CC(=CC=C1)C(F)(F)F N-{4-isothiocyanato-4-[3-(trifluoromethyl)phenyl]butyl}acetamide